N-(tert-butoxycarbonyl)phenylalanine CC(C)(C)OC(=O)NC(CC1=CC=CC=C1)C(=O)O